N-(7-(hydroxyamino)-7-oxoheptyl)-4-phenylethoxyquinoline-2-carboxamide ONC(CCCCCCNC(=O)C1=NC2=CC=CC=C2C(=C1)OCCC1=CC=CC=C1)=O